N1C[C@@H](CC1)NC1=C2C=C(N(C2=CC=C1)CC(F)(F)F)C1=NOC(=N1)CNC(=O)C1CC1 |r| (+/-)-N-[(3-{4-[(pyrrolidin-3-yl)amino]-1-(2,2,2-trifluoroethyl)-1H-indol-2-yl}-1,2,4-oxadiazol-5-yl)methyl]cyclopropanecarboxamide